C(C=C)(=O)N1C[C@@H](N(C[C@H]1C)C=1C2=C(N(C(N1)=O)C=1C(=NC=CC1C)C(C)C)N=C(C(=C2)C#N)C2CCCCC2)C 4-((2S,5R)-4-acryloyl-2,5-dimethylpiperazin-1-yl)-7-cyclohexyl-1-(2-isopropyl-4-methylpyridin-3-yl)-2-oxo-1,2-dihydropyrido[2,3-d]pyrimidine-6-carbonitrile